3-(2-Chloro-6-methyl-4-pyridyl)-2-(3-cyanophenyl)-N-[(1R)-2-hydroxy-1,2-dimethyl-propyl]pyrazolo[1,5-a]pyrimidine-5-carboxamide ClC1=NC(=CC(=C1)C=1C(=NN2C1N=C(C=C2)C(=O)N[C@@H](C(C)(C)O)C)C2=CC(=CC=C2)C#N)C